ClC1=NC=2C(=CC=C(C2C=C1)C#N)OC1=CC=C(C=C1)C(F)(F)F 2-chloro-8-{4-(trifluoromethyl)phenoxy}quinoline-5-carbonitrile